NC1CC(C1)NC1=C2C(N(C(C2=CC=C1)=O)C1C(NC(CC1)=O)=O)=O 4-((3-aminocyclobutyl)amino)-2-(2,6-dioxopiperidin-3-yl)isoindoline-1,3-dione